(3S,4S)-4-((7-(8-chloronaphthalen-1-yl)-8-fluoro-2-(((2R,7aS)-2-fluorohexahydro-1H-pyrrolizin-7a-yl)methoxy)pyrido[4,3-d]pyrimidin-4-yl)(methyl)amino)pyrrolidin-3-ol ClC=1C=CC=C2C=CC=C(C12)C1=C(C=2N=C(N=C(C2C=N1)N([C@@H]1[C@H](CNC1)O)C)OC[C@]12CCCN2C[C@@H](C1)F)F